methoxyformanilide COC(=O)NC1=CC=CC=C1